7-(3,5-Dimethylisoxazol-4-yl)-4-pyridin-2-yl-4,5-dihydroimidazo[1,5,4-de][1,4]benzoxazin-2(1H)-one CC1=NOC(=C1C1=CC=C2C=3N(C(COC31)C3=NC=CC=C3)C(N2)=O)C